4-((2s,4r)-4-cyclopropyl-1-((5-ethynyl-7-methyl-1H-indol-4-yl)methyl)piperidin-2-yl)benzoic acid C1(CC1)[C@H]1C[C@H](N(CC1)CC1=C2C=CNC2=C(C=C1C#C)C)C1=CC=C(C(=O)O)C=C1